ClC1=CC=C(C2=C1C=C(O2)F)COC2=CC=CC(=N2)C2=CCC(CC2)CC(=O)NC2=C(C=C(C(=O)OC)C=C2)NC[C@H]2OCC2 methyl 4-(2-(4-(6-((4-chloro-2-fluorobenzofuran-7-yl)methoxy)pyridin-2-yl)cyclohex-3-en-1-yl)acetamido)-3-((((S)-oxetan-2-yl)methyl)amino)benzoate